ClC=1N=C(C2=C(N1)N(C(=C2)I)C)Cl 2,4-dichloro-6-iodo-7-methyl-7H-pyrrolo[2,3-d]pyrimidine